(2-(6-methylpyridin-2-yl)pyrimidin-4-yl)-N2-(2-(piperazin-1-yl)pyrimidin-5-yl)pyrimidine-2,4-diamine CC1=CC=CC(=N1)C1=NC=CC(=N1)C=1C(=NC(=NC1)NC=1C=NC(=NC1)N1CCNCC1)N